C[C@H]1N(CCOC1)C1=NC2=C(N=CC=C2C(=C1)SC)C1=CC=NN1 2-[(3R)-3-methylmorpholin-4-yl]-4-(methylsulfanyl)-8-(1H-pyrazol-5-yl)-1,7-naphthyridine